C(#N)CC1N(CCNC1)C(=O)[O-] 2-(cyanomethyl)piperazin-1-carboxylate